7-((6-(((S)-1-((2S,4R)-4-hydroxy-2-((4-(4-methylthiazol-5-yl)benzyl)carbamoyl)pyrrolidin-1-yl)-3,3-dimethyl-1-oxobutan-2-yl)carbamoyl)pyridin-3-yl)oxy)heptanoic acid O[C@@H]1C[C@H](N(C1)C([C@H](C(C)(C)C)NC(=O)C1=CC=C(C=N1)OCCCCCCC(=O)O)=O)C(NCC1=CC=C(C=C1)C1=C(N=CS1)C)=O